tert-Butyl (±)-4-(2-((2,6-dioxopiperidin-3-yl)amino)phenyl)piperazine-1-carboxylate O=C1NC(CC[C@H]1NC1=C(C=CC=C1)N1CCN(CC1)C(=O)OC(C)(C)C)=O |r|